ethyl mercaptan sodium salt [Na].C(C)S